COC(=O)C=1OC=CC(C1OCC1=CC=CC=C1)=O 3-Benzyloxy-4-oxo-4H-pyran-2-carboxylic acid methyl ester